Palmitoyl-L-prolyl-glycyl-L-tyrosine C(CCCCCCCCCCCCCCC)(=O)N1[C@@H](CCC1)C(=O)NCC(=O)N[C@@H](CC1=CC=C(C=C1)O)C(=O)O